2-(1-hydroxy-3-methylbutenyl)-5,5-dimethyl-1,3-cyclohexanedione OC(=CC(C)C)C1C(CC(CC1=O)(C)C)=O